FC=1C=C(C(=O)NC2CC(C2)O)C=CC1N1CCNCC1 3-Fluoro-N-((1r,3r)-3-hydroxycyclobutyl)-4-(piperazin-1-yl)benzamide